6-(5-(1H-tetrazol-5-yl)pyridin-3-yl)-N-(3-chlorophenyl)quinazolin-4-amine N1N=NN=C1C=1C=C(C=NC1)C=1C=C2C(=NC=NC2=CC1)NC1=CC(=CC=C1)Cl